NCC1=NNC(C2=CC(=C(C=C12)C=1C=NN(C1)C)C1OCCC1)=O 4-(aminomethyl)-6-(1-methyl-1H-pyrazol-4-yl)-7-(tetrahydrofuran-2-yl)phthalazin-1(2H)-one